C12(CC1)CCOC1=CC=CC(=C12)OC1=NC=C(C=N1)NC(=O)[C@](CC)(C)NC(OC(C)(C)C)=O 1,1-dimethylethyl [(1R)-1-({[2-(2,3-dihydrospiro[chromene-4,1'-cyclopropan]-5-yloxy)-5-pyrimidinyl]amino}carbonyl)-1-methylpropyl]carbamate